C(#C)C=1C=C(C=CC1)CC(C(=O)O)[C@@H]1CNCC1 3-(3-Ethynylphenyl)-2-[(3R)-pyrrolidin-3-yl]propanoic acid